CC1(OC=2C(=NC(=CC2)C=2C(=CC(=NC2)NC(C)=O)NC2=NC(=CC(=C2)N2CC(CC2)COC)S(=O)(=O)C)OC1)C N-(5-(2,2-dimethyl-2,3-dihydro-[1,4]dioxino[2,3-b]pyridin-6-yl)-4-((4-(3-(methoxymethyl)pyrrolidin-1-yl)-6-(methylsulfonyl)pyridin-2-yl)amino)pyridin-2-yl)acetamide